3-[8-[(3,5-difluoroanilino)methyl]-2-morpholino-4-oxo-chromen-6-yl]-1,1-dimethyl-urea FC=1C=C(NCC=2C=C(C=C3C(C=C(OC23)N2CCOCC2)=O)NC(N(C)C)=O)C=C(C1)F